5-isopropoxy-4-(trifluoromethyl)picolinonitrile C(C)(C)OC=1C(=CC(=NC1)C#N)C(F)(F)F